N1[C@H](CCCC1)CO (R)-piperidin-2-ylmethanol